1-methyl-N-((1R,3S)-3-((1-methyl-6-oxo-5-(trifluoromethyl)-1,6-dihydropyridazin-3-yl)amino)cyclohexyl)-1H-pyrazole-4-carboxamide CN1N=CC(=C1)C(=O)N[C@H]1C[C@H](CCC1)NC1=NN(C(C(=C1)C(F)(F)F)=O)C